1-(((1r,4r)-4-aminocyclohexyl)methyl)-N4-ethyl-N4-pentylbenzene-1,4-diamine NC1CCC(CC1)CC1(CC=C(C=C1)N(CCCCC)CC)N